C(C)(C)(C)OC(NC=1S(C=CN1)C([2H])([2H])N1[C@H](C[C@H](C1)OC1=NC=NC(=C1)OC)C)=O tert-butyl(S-(((2S,4R)-4-((6-methoxypyrimidin-4-yl)oxy)-2-methylpyrrolidin-1-yl)methyl-d2)thiazol-2-yl)carbamate